P(=O)(OC[N+]1=C(C(=CC=C1)C1=CC(=NO1)CC=1C=NC(=CC1)NC1=C(C=CC=C1F)F)N)(O)[O-] (2-amino-3-(3-((6-((2,6-difluorophenyl)amino)pyridin-3-yl)methyl)isoxazol-5-yl)pyridin-1-ium-1-yl)methyl hydrogen phosphate